OC1=CC=C(C=2C3[C@H](C[C@@]4([C@H](CCC4C3CCC12)C(=O)N1CCNCC1)C)O)C ((11S,13S,17S)-4,11-dihydroxy-1,13-dimethyl-7,8,9,11,12,13,14,15,16,17-decahydro-6H-cyclopenta[a]phenanthren-17-yl)(piperazin-1-yl)methanone